2-(6-chloro-5-(6-(dimethylamino)-2-methoxypyridin-3-yl)-1H-indol-3-yl)-2-oxoacetic acid ClC1=C(C=C2C(=CNC2=C1)C(C(=O)O)=O)C=1C(=NC(=CC1)N(C)C)OC